(pyridin-4-yl)aniline N1=CC=C(C=C1)NC1=CC=CC=C1